CC1(CC2C(NC1C1=CC=C(C=C1)N)CN(C2)C(=O)OC(C)(C)C)C(=O)[O-] cis-6-tert-butyl 3-methyl-2-(4-aminophenyl)-1,2,3,4,4a,5,7,7a-octahydropyrrolo[3,4-b]pyridine-3,6-dicarboxylate